C(OOOC(C)(C)C)(OCC(CCCC)CC)=O t-Butylperoxy 2-ethylhexyl carbonate